(S)-5-bromo-2,3-dihydro-1H-inden-1-ol BrC=1C=C2CC[C@@H](C2=CC1)O